The molecule is an organic cation obtained by protonation of the secondary amino group of norbelladine; major species at pH 7.3. It is an ammonium ion derivative and an organic cation. It is a conjugate acid of a norbelladine. C1=CC(=CC=C1CC[NH2+]CC2=CC(=C(C=C2)O)O)O